6-isopropyl-2-(1-isopropylpiperidin-4-yl)-5-(1-methyl-1H-pyrrolo[2,3-b]pyridin-3-yl)-4H-pyrrolo[3,2-d]thiazole C(C)(C)C1=C(NC2=C1N=C(S2)C2CCN(CC2)C(C)C)C2=CN(C1=NC=CC=C12)C